7-[(2R)-1,4-dioxan-2-ylmethyl]-2-(2-methylpyrimidin-4-yl)-1h,5h,6h,7h-pyrrolo[3,2-c]Pyridin-4-one O1[C@@H](COCC1)CC1C2=C(C(NC1)=O)C=C(N2)C2=NC(=NC=C2)C